BrC1=CC=2N(C3=CC=CC=C3C2C=C1F)C1=CC=CC=C1 2-Bromo-3-fluoro-9-phenyl-9H-carbazole